(S)-4-((S)-2-acryloyl-1-methyl-1,2,3,4-tetrahydroisoquinolin-5-yl)-3-chloro-5-fluoro-2-methyl-1H-indole-7-carboxamide C(C=C)(=O)N1[C@H](C2=CC=CC(=C2CC1)C1=C2C(=C(NC2=C(C=C1F)C(=O)N)C)Cl)C